C1(CCCCC1)C(C(=O)NC1=CC=C(C=C1)C=1C(=NN(C1C)COCC[Si](C)(C)C)C)([2H])NC(=O)C1=CC=NN1CC#C N-(1-cyclohexyl-2-((4-(3,5-dimethyl-1-((2-(trimethylsilyl)ethoxy)methyl)-1H-pyrazol-4-yl)phenyl)amino)-2-oxoethyl-1-d)-1-(prop-2-yn-1-yl)-1H-pyrazole-5-carboxamide